CCCCCCCCCCCCCCCCCCCCCCCC[C@H]([C@@H](CCCCCCCCCCCCCCC[C@H]1C[C@H]1CCCCCCCCCCCCCCCCCCC(=O)[C@@H](C)CCCCCCCCCCCCCCCCCC)O)C(=O)O The molecule is a chiral mycolic acid analogue comprising 3-hydroxypropanoic acid having a tetracosanyl group at position 2 and a further long-chain alkyl group containing cyclopropyl and keto functions attached at position 3.